(S)-N-(7-chloro-6-(1-((3R,4R)-4-fluoro-3-methyltetrahydrofuran-3-yl)piperidin-4-yl)isoquinolin-3-yl)spiro[2.2]pentane-1-carboxamide ClC1=C(C=C2C=C(N=CC2=C1)NC(=O)[C@H]1CC12CC2)C2CCN(CC2)[C@@]2(COC[C@@H]2F)C